C(C)SC1=NSC(=N1)C1N(CC12CCC(CC2)N(C=2C1=C(N=CN2)N(C=C1)S(=O)(=O)C1=CC=C(C)C=C1)C)C(=O)N (3-(ethylsulfanyl)-1,2,4-thiadiazol-5-yl)-7-(methyl-(7-tosyl-7H-pyrrolo[2,3-d]pyrimidin-4-yl)amino)-2-azaspiro[3.5]nonane-2-carboxamide